NC1CCC(CC1)NC1=NC2=CC=C(C=C2C=N1)C1=CC=C(C=C1)NS(=O)(=O)C1=C(C=CC=C1)Cl N-(4-(2-(((1r,4r)-4-aminocyclohexyl)amino)quinazolin-6-yl)phenyl)-2-chlorobenzenesulfonamide